C(CN)C(CCN)N (2-aminoethyl)-1,3-propanediamine